FC(C)(F)C1=NC=CC(=N1)N1CC2(C=3C=NC(=CC31)NC(C)=O)CC2 N-(1'-(2-(1,1-difluoroethyl)pyrimidin-4-yl)-1',2'-dihydrospiro[cyclopropane-1,3'-pyrrolo[3,2-c]pyridin]-6'-yl)acetamide